2-(difluoromethoxy)-N-[(1R,2S)-2-fluorocyclopropyl]-4-[6-(1-hydroxy-1-methyl-ethyl)pyrazolo[1,5-a]pyridin-3-yl]-6-ethoxy-benzamide FC(OC1=C(C(=O)N[C@H]2[C@H](C2)F)C(=CC(=C1)C=1C=NN2C1C=CC(=C2)C(C)(C)O)OCC)F